C[Si](O[Si](O[Si](OC)(OC)C)(C1=CC=C(C=C1)OC1=CC=CC=C1)C1=CC=C(C=C1)OC1=CC=CC=C1)(OC)OC 1,5-dimethyl-1,1,5,5-tetramethoxy-3,3-bis(p-phenoxyphenyl)trisiloxane